C12(CC(C1)C2)N(C(C)=O)C2=NC=CC(=C2F)C(CBr)=O N-(bicyclo[1.1.1]pent-1-yl)-N-(4-(2-bromoacetyl)-3-fluoropyridin-2-yl)acetamide